ClC1=CC=C(CN2N=C3C4=C(CCC3=C2)OC(=C4C)C(=O)NCCN4CCCC4)C=C1 2-(4-chlorobenzyl)-8-methyl-N-[2-(pyrrolidin-1-yl)ethyl]-4,5-dihydro-2H-furo[2,3-g]indazole-7-carboxamide